CC1(C2C(NC3=CC=C(C=C13)[N+](=O)[O-])C1=C(SC2)C=2C=CC=CC2OC1)C 7,7-dimethyl-9-nitro-6a,7,12,12a-tetrahydro-6H,13H-chromeno[3',4':5,6]thiopyrano[4,3-b]quinoline